C(C)(C)(C)OC(=O)N1C(CCC1)C(=O)O 1-tert-butoxycarbonylpyrrolidine-2-carboxylic acid